NC1CN(C1)C(=O)C1=C(C=C(C=C1)NC=1C=2N(C=CN1)C(=CN2)C=2C(=NN(C2)CC(F)F)C(F)(F)F)Cl (3-aminoazetidin-1-yl)-[2-chloro-4-[[3-[1-(2,2-difluoroethyl)-3-(trifluoromethyl)pyrazol-4-yl]imidazo[1,2-a]pyrazin-8-yl]amino]phenyl]methanone